NCC1=CC(=C(C(=C1)C)NC(=O)C1=CC2=C(OCCC3=C2SC=C3)C=C1C=1C(=NC(=CC1)C(=O)N1CC(CC1)(C)C)C(=O)OC)C methyl 3-(9-((4-(aminomethyl)-2,6-dimethylphenyl)carbamoyl)-4,5-dihydrobenzo[b]thieno[2,3-d]oxepin-8-yl)-6-(3,3-dimethylpyrrolidine-1-carbonyl)picolinate